4-(difluoromethyl)-4-ethynyl-tetrahydropyran FC(C1(CCOCC1)C#C)F